CC1([C@@H]2CCC([C@@H]([C@]2(CCC1)C)C(=O)O)=O)C (1R,4aS,8aS)-5,5,8a-trimethyl-2-oxodecahydronaphthalene-1-carboxylic acid